(3-benzofuran-3-yl-1-methanesulfonylmethyl-1H-pyrazolo[4,3-c]pyridin-6-yl)-(8-oxa-3-aza-bicyclo[3.2.1]oct-3-yl)-methanone O1C=C(C2=C1C=CC=C2)C2=NN(C1=C2C=NC(=C1)C(=O)N1CC2CCC(C1)O2)CS(=O)(=O)C